2-Cyclooctyl-2-(methyl-carbamoylamino)-N-(2-oxospiro[1H-indole-3,4'-oxane]-6-yl)acetamide C1(CCCCCCC1)C(C(=O)NC1=CC=C2C(=C1)NC(C21CCOCC1)=O)N(C(N)=O)C